C(O)(O)=O.C1(=CC=CC=C1)[Pd](C1=CC=CC=C1)(C1=CC=CC=C1)C1=CC=CC=C1 tetraphenylpalladium carbonate